C(CCCCCCCCCCCCC)(=O)OCC(COC(CCCCCCCCCCCCC)=O)COC(CCCCCN1CCC1)=O 2-(((6-(azetidin-1-yl)hexanoyl)oxy)methyl)propane-1,3-diyl ditetradecanoate